FC=1C=CC(=NC1)C1=NNC(=C1)C(=O)OCC ethyl 3-(5-fluoropyridin-2-yl)-1H-pyrazole-5-carboxylate